tert-butyl (S)-1-(3-(N-tert-butylsulfamoyl) phenylamino)-1-oxo-3-phenylpropan-2-ylcarbamate C(C)(C)(C)NS(=O)(=O)C=1C=C(C=CC1)NC([C@H](CC1=CC=CC=C1)NC(OC(C)(C)C)=O)=O